OCCCC(CCCCCC)OC(CCCN1CCCC1)=O.C1(CC1)C1=NOC(=C1C(C)=O)C 1-(3-cyclopropyl-5-methylisoxazol-4-yl)ethanone 1-hydroxydecan-4-yl-4-(pyrrolidin-1-yl)butanoate